C(N)(O[C@H]1C(N(C[C@@H](C1)F)C(=O)C=1C=C(C=2N(C1)N=C(C2C)C2=CC=1C(=NC(=CC1)Cl)N2CC2CC2)F)C(C)(C)C)=O Tert-butyl-((3R,5R)-1-(2-(6-chloro-1-(cyclopropylmethyl)-1H-pyrrolo[2,3-b]pyridin-2-yl)-4-fluoro-3-methylpyrazolo[1,5-a]pyridine-6-carbonyl)-5-fluoropiperidin-3-yl) carbamate